N1CC(C1)OC1=C(N=CC2=CC=C(C=C12)C1=CN=CS1)C 5-(4-(Azetidin-3-yloxy)-3-methylisoquinolin-6-yl)thiazole